OCCCNC1=NC(=NC=C1C(=O)N)NC1=CC2=C(OC[C@H](CN2)O)C=C1 4-((3-hydroxypropyl)amino)-2-(((S)-2,3,4,5-tetrahydro-3-hydroxybenzo[b][1,4]oxazepin-7-yl)amino)pyrimidine-5-carboxamide